C(C)C(C(=O)OCC)CC1=CC=NC=C1 Ethyl α-ethyl-4-pyridinepropanoate